[S].[Ge].[Na] sodium germanium sulfur